([1-(L-α-glutaminyl)azetidin-3-yl]oxy)-2-hydroxybenzoic acid N[C@@H](CCC(=O)N1CC(C1)OC=1C(=C(C(=O)O)C=CC1)O)C(N)=O